Benzyl (3S,5S)-3-((4-(2-(4-aminophenoxy)-3-pyridyl)pyrimidin-2-yl)amino)-5-fluoro-piperidine-1-carboxylate NC1=CC=C(OC2=NC=CC=C2C2=NC(=NC=C2)N[C@@H]2CN(C[C@H](C2)F)C(=O)OCC2=CC=CC=C2)C=C1